CC=1C=C(C(=NC1)C1CCOCC1)NC(OC1=CC=C(C=C1)C)=O p-tolyl (5-methyl-2-(tetrahydro-2H-pyran-4-yl)pyridin-3-yl)carbamate